5-METHYL-1H-BENZOIMIDAZOLE-2-CARBALDEHYDE HYDROCHLORIDE Cl.CC1=CC2=C(NC(=N2)C=O)C=C1